C(C)(C)N1N=NC(=C1)C1=CC(=CC=C1)[N+](=O)[O-] 1-isopropyl-4-(3-nitrophenyl)-1H-1,2,3-triazole